tert-butyl 8-[3-(4-benzyloxycarbonylpiperazine-1-carbonyl)-4-(trifluoromethyl)phenyl]-3,8-diazabicyclo[3.2.1]octane-3-carboxylate C(C1=CC=CC=C1)OC(=O)N1CCN(CC1)C(=O)C=1C=C(C=CC1C(F)(F)F)N1C2CN(CC1CC2)C(=O)OC(C)(C)C